C(C=C)ONC1=CC=CC=C1 (prop-2-en-1-yloxy)aniline